1-(3',4',5'-trimethoxy[1,1'-biphenyl]-2-yl)ethanone COC=1C=C(C=C(C1OC)OC)C1=C(C=CC=C1)C(C)=O